dicyclohexyl-2',3,4-trifluoro-biphenyl C1(CCCCC1)C=1C(=C(C(=C(C1)C1=C(C=CC=C1)F)C1CCCCC1)F)F